2-(7-chloroimidazo[1,5-a]pyridin-1-yl)-N-(1-(1-((6-cyclopropylimidazo[1,2-a]pyridin-2-yl)methyl)-1H-pyrazol-4-yl)-2,2,2-trifluoroethyl)acetamide ClC1=CC=2N(C=C1)C=NC2CC(=O)NC(C(F)(F)F)C=2C=NN(C2)CC=2N=C1N(C=C(C=C1)C1CC1)C2